(6-((2-((2-methoxy-5-methyl-4-(4-(4-methylpiperazin-1-yl)piperidin-1-yl)phenyl)amino)thieno[3,2-d]pyrimidin-4-yl)amino)quinoxalin-5-yl)dimethyl-phosphine oxide COC1=C(C=C(C(=C1)N1CCC(CC1)N1CCN(CC1)C)C)NC=1N=C(C2=C(N1)C=CS2)NC=2C(=C1N=CC=NC1=CC2)P(C)(C)=O